methyl N-[5-[6-[5-(4-fluorophenyl)-1,2,4-triazol-1-yl]imidazo[1,2-a]pyridin-3-yl]-2-pyridyl]carbamate FC1=CC=C(C=C1)C1=NC=NN1C=1C=CC=2N(C1)C(=CN2)C=2C=CC(=NC2)NC(OC)=O